3'-[6-(hydroxymethyl)-1-oxo-4-(trifluoromethyl)-3H-isoindol-2-yl]-2-(4-methyl-1,2,4-triazol-3-yl)-[1,1'-biphenyl]-4-carbonitrile OCC1=CC(=C2CN(C(C2=C1)=O)C=1C=C(C=CC1)C1=C(C=C(C=C1)C#N)C1=NN=CN1C)C(F)(F)F